(1S,5S)-6-(4-ethoxyphenyl)-N,N-bis(2-hydroxyethyl)-9,9-dimethyl-3,6-diazabicyclo[3.2.2]nonane-3-carboxamide C(C)OC1=CC=C(C=C1)N1[C@@H]2CN(C[C@H](C1)CC2(C)C)C(=O)N(CCO)CCO